4-CHLORO-2-FLUORO-1-ISOCYANOBENZENE ClC1=CC(=C(C=C1)[N+]#[C-])F